BrCC1=CC(=NN1C1=CC=CC=C1)C1=CC=C(C=C1)Cl 5-(bromomethyl)-3-(4-chlorophenyl)-1-phenyl-1H-pyrazole